1-(p-tolyl)propan C1(=CC=C(C=C1)CCC)C